2-([2,2'-bipyrimidin]-4-yl)-3-cyclobutyl-5,6-dimethoxyisoindolin-1-one N1=C(N=C(C=C1)N1C(C2=CC(=C(C=C2C1C1CCC1)OC)OC)=O)C1=NC=CC=N1